[Si](C)(C)(C(C)(C)C)OCC 2-((tert-Butyldimethylsilyl)oxy)ethan